tert-Butyl (2R,4S)-4-(benzyl(methyl)amino)-2-(((tertbutyldimethylsilyl)oxy)methyl)piperidine-1-carboxylate C(C1=CC=CC=C1)N([C@@H]1C[C@@H](N(CC1)C(=O)OC(C)(C)C)CO[Si](C)(C)C(C)(C)C)C